C1(CC1)S(=O)(=O)NC1=CC=CC(=N1)C(C(=O)NC1=C(C=C(C=C1)C1=NC(=CN=C1)OCC)F)CC 2-(6-(cyclopropanesulfonamido)pyridin-2-yl)-N-(4-(6-ethoxypyrazin-2-yl)-2-fluorophenyl)butanamide